COC=1C=C(C=CC1NCC#CC=1N(C2=CC=CC(=C2C1)NC1CCC(CC1)N1CC2(C1)CCOCC2)CC(F)(F)F)C(C#N)(C)C 2-(3-methoxy-4-{[3-(4-{[(1R,4R)-4-{7-oxa-2-azaspiro[3.5]nonan-2-yl}cyclohexyl]amino}-1-(2,2,2-trifluoroethyl)-1H-indol-2-yl)prop-2-yn-1-yl]amino}phenyl)-2-methylpropanenitrile